C(C(C)C)C1=CC=C(C=C1)C(C(=O)NNC=1C2=C(N=C(N1)NC1=CC=C(C=C1)F)OC(=C2C(=O)OCC)C)C ethyl 4-((2-(4-isobutylphenyl) propionyl) hydrazino)-2-(4-fluorophenylamino)-6-methyl-furo[2,3-d]pyrimidine-5-carboxylate